BrC1=CC=CC=2C=3C4=C(CC(C3N(C12)COCC[Si](C)(C)C)(C)C)C=NC(=N4)N[C@H](CO)C (S)-2-((8-bromo-6,6-dimethyl-7-((2-(trimethylsilyl)ethoxy)methyl)-6,7-dihydro-5H-pyrimido[5,4-C]carbazol-2-yl)amino)propan-1-ol